C1(CCCCC1)OC(=O)CC1C2C=CC(C1)C2=O 5-cyclohexyloxycarbonylmethyl-7-oxo-bicyclo[2.2.1]Hept-2-ene